N1(CCC1)C(CC1=CN(C2=CC(=CC=C12)F)C)=O 1-(azetidin-1-yl)-2-(6-fluoro-1-methyl-1H-indol-3-yl)ethan-1-one